Dilinoleylmethyl Formate C(=O)OC(CCCCCCCC\C=C/C\C=C/CCCCC)CCCCCCCC\C=C/C\C=C/CCCCC